N-(5-Chloro-2-methyl-6-(2H-1,2,3-triazol-2-yl)pyridin-3-yl)-1-(imidazo[1,2-a]pyridin-5-yl)-5-(trifluoromethyl)-1H-pyrazol-4-carboxamid ClC=1C=C(C(=NC1N1N=CC=N1)C)NC(=O)C=1C=NN(C1C(F)(F)F)C1=CC=CC=2N1C=CN2